CN(C(COC=1C=C(C=CC1)C1=CC[C@@H](CN1C(=O)OC(C)(C)C)C)C)C (3S)-tert-butyl 6-(3-(2-(dimethylamino)Propoxy)phenyl)-3-methyl-3,4-dihydropyridine-1(2H)-carboxylate